N[C@H](CC(=O)O)CCC1=CC=CC=C1 (S)-β-amino-5-phenylpentanoic acid